Methyl (S)-2-((4-(6-((4-chloro-2-fluorobenzyl)oxy)pyridin-2-yl)cyclohexyl)methyl)-1-(oxetan-2-ylmethyl)-1H-benzo[d]imidazole-6-carboxylate ClC1=CC(=C(COC2=CC=CC(=N2)C2CCC(CC2)CC2=NC3=C(N2C[C@H]2OCC2)C=C(C=C3)C(=O)OC)C=C1)F